FC1=C(C=CC=C1)N1N=C(C(=C1)NC(CN1CCOCC1)=O)C(=O)N 1-(2-fluorophenyl)-4-(2-morpholinoacetamido)-1H-pyrazole-3-carboxamide